COC=1C=C2C(=NC(=NC2=CC1OC)C)N[C@H](C)C=1C=C(C=CC1)C1=CC=C(C=C1)C(=O)N(C)C 3'-{(1R)-1-[(6,7-dimethoxy-2-methylquinazolin-4-yl)amino]ethyl}-N,N-dimethylbiphenyl-4-carboxamide